C(C=C)OC1=C(C=C(C=C1)NC(OC(C)(C)C)=O)OC tert-butyl (4-(allyloxy)-3-methoxyphenyl)carbamate